ethyl 4-[[(1S)-2-hydroxy-1-phenyl-ethyl]amino]-2-(3-methoxy-4-methylsulfonyl-anilino)pyrimidine-5-carboxylate OC[C@H](C1=CC=CC=C1)NC1=NC(=NC=C1C(=O)OCC)NC1=CC(=C(C=C1)S(=O)(=O)C)OC